1-(methanesulfonyl)piperazine CS(=O)(=O)N1CCNCC1